CC(C=C)CCC=C(C)C 3,7-dimethyl-1,6-octadien